1-(2-methylbutyl)-N-((5-phenyl-1,3,4-thiadiazol-2-yl)methyl)-1H-1,2,3-triazole-4-carboxamide CC(CN1N=NC(=C1)C(=O)NCC=1SC(=NN1)C1=CC=CC=C1)CC